[4-[1-tetrahydropyran-4-yl-4-(trifluoromethyl)imidazol-2-yl]phenyl]methanol O1CCC(CC1)N1C(=NC(=C1)C(F)(F)F)C1=CC=C(C=C1)CO